C(CCC)N1C(N(C(C=2C1=NSC2NCC2=CC=C(C=C2)OC)=O)C2CCC1(CC(C1)N(C(OC(C)(C)C)=O)C)CC2)=O tert-butyl (7-(7-butyl-3-((4-methoxybenzyl)amino)-4,6-dioxo-6,7-dihydroisothiazolo[3,4-d]pyrimidin-5(4H)-yl)spiro[3.5]nonan-2-yl)(methyl)carbamate